C(C)(=O)OCC(=O)N[C@H]1CCC=2C=3C1=C1C(=NC3C=C(C2C)Cl)C2=CC3=C(C(N2C1)=O)COC([C@]3(O)CC)=O 2-(((1S,9S)-5-chloro-9-ethyl-9-hydroxy-4-methyl-10,13-dioxo-2,3,9,10,13,15-hexahydro-1H,12H-benzo[de]pyrano[3',4':6,7]indolizino[1,2-b]quinolin-1-yl) amino)-2-oxoethyl acetate